FC1C(C1)N1C(C(=CC=C1)NC(=O)C=1C(=CC=2N(C1)C=C(N2)[C@]21CO[C@](CC2)(C1)C)OC(C)C)=O N-(1-(2-fluorocyclopropyl)-2-oxo-1,2-dihydropyridin-3-yl)-7-isopropoxy-2-((1R,4S)-1-methyl-2-oxabicyclo[2.2.1]heptan-4-yl)imidazo[1,2-a]pyridine-6-carboxamide